2,5-dichloro-3-methoxy-5,8-dihydro-6H-pyrano[3,4-b]pyridine ClC1=C(C=C2C(=N1)COCC2Cl)OC